CC1=CCCC(=CCCC(=CCC1)C)C 2,6,10-trimethyl-1,5,9-cyclododecatrien